3,5-dimethoxyphenyl-trimethyl-silicon COC=1C=C(C=C(C1)OC)[Si](C)(C)C